C(C)(C)(C)OC(C1=CC(=NC(=C1)C(NC)=O)C(CO)C1=CC=CC=C1)=O 2-(2-hydroxy-1-phenylethyl)-6-(methylcarbamoyl)isonicotinic acid tert-butyl ester